(4-amino-1-(tert-butyl)-1H-pyrazolo[3,4-d]pyrimidin-3-yl)-1H-indole-2-carboxamide NC1=C2C(=NC=N1)N(N=C2N2C(=CC1=CC=CC=C21)C(=O)N)C(C)(C)C